tert-butyl N-(3-cyano-4,5,6,7-tetrahydrobenzothiophen-5-yl)-N-(2,2,2-trifluoroacetyl)carbamate C(#N)C1=CSC2=C1CC(CC2)N(C(OC(C)(C)C)=O)C(C(F)(F)F)=O